3-(difluoromethyl)isoxazole-4-carboxylic acid ethyl ester C(C)OC(=O)C=1C(=NOC1)C(F)F